tert-butyl 2-((4-chloro-2-fluorobenzyl) oxy)-3-(fluoromethyl)-5,8-dihydro-1,7-naphthyridine-7(6H)-carboxylate ClC1=CC(=C(COC2=NC=3CN(CCC3C=C2CF)C(=O)OC(C)(C)C)C=C1)F